(S)-7-(4-fluorobenzyl)-2-(methoxymethyl)-6-methyl-2,3-dihydro-1H-pyrido[2,3-b][1,4]oxazine FC1=CC=C(CC2=CC3=C(OC[C@@H](N3)COC)N=C2C)C=C1